C(C)[C@@H]1CN2CCC3=C([C@H]2C[C@@H]1/C(/C(=O)N(C([2H])([2H])[2H])C([2H])([2H])[2H])=C\OC)NC1=CC=CC=C13 (E)-2-((2S,3S,12bR)-3-ethyl-1,2,3,4,6,7,12,12b-octahydroindolo[2,3-a]quinolizin-2-yl)-3-methoxy-N,N-bis(methyl-d3)acrylamide